C(C)(=O)OCCCCC=CCCCCCCC 5-tridecen-1-ol acetate